[N+](=O)([O-])CC(C1=CC=CC=C1)C1=C(NC2=CC=C(C=C12)B1OC(C(O1)(C)C)(C)C)C1=CC=CC=C1 3-(2-nitro-1-phenylethyl)-2-phenyl-5-(4,4,5,5-tetramethyl-1,3,2-dioxaborolan-2-yl)-1H-indole